OC(CNC(OC(C)(C)C)=O)CC(=O)NC(C(NC1=CC=C(C=C1)[Si](C)(C)C)=O)C1=CC=C(C=C1)OC tert-butyl (2-hydroxy-4-((1-(4-methoxyphenyl)-2-oxo-2-((4-(trimethylsilyl)phenyl)amino)ethyl)amino)-4-oxobutyl)carbamate